1-(3-chloro-5'-fluoro-2'-hydroxy-3'-(6-(2-methoxyethoxy)-5-(piperazin-1-yl)pyridin-3-yl)-[1,1'-biphenyl]-4-yl)-3-methylimidazolidin-2-one ClC=1C=C(C=CC1N1C(N(CC1)C)=O)C1=C(C(=CC(=C1)F)C=1C=NC(=C(C1)N1CCNCC1)OCCOC)O